ClC=1C=C(NC2(CCC3(C(CC4=CC=CC=C34)CC(C(F)F)COC3=CC=NC=4CCC[C@H](C34)C)CC2)C(=O)O)C=CC1 (1r,4R)-4-(3-chloroanilino)-2'-[3,3-difluoro-2-({[(5R)-5-methyl-5,6,7,8-tetrahydroquinolin-4-yl]oxy}methyl)propyl]-2',3'-dihydrospiro[cyclohexane-1,1'-indene]-4-carboxylic acid